NC1=C(C(=NC(=N1)N1CCC2(CC1)CC1=C(N=CS1)[C@H]2N)C(=O)N)C2=C(C(=CC=C2)Cl)Cl 6-amino-2-[(4S)-4-amino-4,6-dihydrospiro[cyclopenta[d][1,3]thiazol-5,4'-piperidin]-1'-yl]-5-(2,3-dichlorophenyl)pyrimidine-4-carboxamide